ClC1=C(C=CC(=C1)C(F)(F)F)NC(CN1C(=C(C(C=2C1=NC(=C(N2)C(F)F)C)=O)N2CCN(CC2)C(=O)OC(C)(C)C)CC)=O tert-butyl 4-(5-(2-((2-chloro-4-(trifluoromethyl)phenyl)amino)-2-oxoethyl)-2-(difluoromethyl)-6-ethyl-3-methyl-8-oxo-5,8-dihydropyrido[2,3-b]pyrazin-7-yl)piperazine-1-carboxylate